pentaerythritol-bis[3-(3,5-di-tert-butyl-4-hydroxyphenyl) propionate] C(C)(C)(C)C=1C=C(C=C(C1O)C(C)(C)C)CCC(=O)OCC(COC(CCC1=CC(=C(C(=C1)C(C)(C)C)O)C(C)(C)C)=O)(CO)CO